8,9-dichloro-7-(2,6-difluorophenyl)-2-[(E)-2-ethoxyvinyl]-5H-pyrimido[1,2-a][1,4]benzodiazepine ClC1=C(C=CC2=C1C(=NCC=1N2CC(=CN1)\C=C\OCC)C1=C(C=CC=C1F)F)Cl